4-oxo-6-((1R,2R)-2-(pyrimidin-2-yl)cyclobutyl)-1-((6-(trifluoromethyl)pyridin-3-yl)methyl)-4,5-dihydro-1H-pyrazolo[3,4-d]pyrimidine-3-carbonitrile O=C1C2=C(N=C(N1)[C@H]1[C@@H](CC1)C1=NC=CC=N1)N(N=C2C#N)CC=2C=NC(=CC2)C(F)(F)F